5-Bromo-N-(5-(1-cyanocyclopentyl)-2-hydroxyphenyl)-2-hydroxybenzenesulfonamide BrC=1C=CC(=C(C1)S(=O)(=O)NC1=C(C=CC(=C1)C1(CCCC1)C#N)O)O